C1(=CC=C(C=C1)N=C=NC1=CC=C(C=C1)C)C 1,3-di-p-tolyl-carbodiimide